3-methyl-8-(6-(1-methylcyclopropyl)pyridin-3-yl)-6-oxo-3,4-dihydro-2H,6H-pyrido[2,1-b][1,3]thiazine-7-carbonitrile CC1CN2C(SC1)=CC(=C(C2=O)C#N)C=2C=NC(=CC2)C2(CC2)C